FC=1C=CC(=NC1)C(=O)NCCC1=CNC2=CC=C(C=C12)O 5-fluoro-N-(2-(5-hydroxy-1H-indol-3-yl)ethyl)picolinamide